(R)-3-(6-(2-propenoyl-1,2,3,4-tetrahydroisoquinolin-7-yl)-7-(2,4-difluoro-6-(2-methoxyethoxy)phenyl)thieno[3,2-c]pyridin-4-yl)-5,8-dihydro-1,6-naphthyridin-7(6H)-one C(C=C)(=O)N1CC2=CC(=CC=C2CC1)C1=C(C2=C(C(=N1)C=1C=NC=3CC(NCC3C1)=O)C=CS2)C2=C(C=C(C=C2OCCOC)F)F